F[C@@H]1C[C@@]2(CCCN2C1)COC=1N=C(C2=C(N1)CN(CC2)C(=O)OC(C)(C)C)N2CC1(CCO1)CCC2 tert-butyl 2-(((2R,7aS)-2-fluorohexahydro-1H-pyrrolizin-7a-yl)methoxy)-4-(1-oxa-6-azaspiro[3.5]nonan-6-yl)-5,6-dihydropyrido[3,4-d]pyrimidine-7(8H)-carboxylate